NC=1OC2=C(N1)C=C(C=C2)C=2C=CC=1N(C2)C(=CN1)C(=O)N1CC2CCC(C1)N2C(=O)C=2C=C(CC1=NNC(C3=CC=CC=C13)=O)C=CC2F 4-(3-(3-(6-(2-aminobenzo[d]oxazol-5-yl)imidazo[1,2-a]pyridine-3-carbonyl)-3,8-diazabicyclo[3.2.1]octane-8-carbonyl)-4-fluorobenzyl)phthalazin-1(2H)-one